S(=O)(=O)(O)C(C(=O)O)CCCC(=O)O sulfoadipic acid